tert-butyl (1R,4R)-5-[4-[3-chloro-4-(difluoromethoxy)-2-fluoro-anilino]pyrido[3,2-d]pyrimidin-6-yl]-2,5-diazabicyclo[2.2.2]octane-2-carboxylate ClC=1C(=C(NC=2C3=C(N=CN2)C=CC(=N3)N3[C@H]2CN([C@@H](C3)CC2)C(=O)OC(C)(C)C)C=CC1OC(F)F)F